methyl-(isocyanatomethyl)benzene CC1=C(C=CC=C1)CN=C=O